6-(2-chloro-6-fluorophenyl)-4-hydroxypyridazine-3-carboxylic acid methyl ester COC(=O)C=1N=NC(=CC1O)C1=C(C=CC=C1F)Cl